2-(6-(benzylthio)-8-fluoro-2-methylquinazolin-4-yl)-5-methyl-1,3,4-oxadiazole C(C1=CC=CC=C1)SC=1C=C2C(=NC(=NC2=C(C1)F)C)C=1OC(=NN1)C